C1(CCC1)CC1=C(C(=O)N)C=CC=C1 (cyclobutylmethyl)benzamide